COC1=CC=C(CN(C2=NC(=NC(=C2NC(OC(C)(C)C)=O)CO)OCCCC)CC2=CC=C(C=C2)OC)C=C1 tert-butyl (4-(bis(4-methoxybenzyl)amino)-2-butoxy-6-(hydroxymethyl)pyrimidin-5-yl)carbamate